ClC=1C(=NC(=C(C1)C#N)N1CC(CC(C1)C)O)NC=1C=C2C=C(C(NC2=CC1)=O)OCC(=O)NC 2-((6-((3-Chloro-5-cyano-6-(3-hydroxy-5-methylpiperidin-1-yl)pyridin-2-yl)amino)-2-oxo-1,2-dihydroquinolin-3-yl)oxy)-N-methylacetamide